COC1=NC=CC=C1C1=CN2C(S1)=C(C=N2)C(=O)NC=2C(=NC=C(C2)C(NCCN2C(CCC2)C)=O)C 2-(2-Methoxypyridin-3-yl)-N-(2-methyl-5-((2-(2-methylpyrrolidin-1-yl)ethyl)carbamoyl)pyridin-3-yl)pyrazolo[5,1-b]thiazole-7-carboxamide